CC1=C(C(=NC=C1)CC(OC(C)C)=O)C(=O)O 4-methyl-2-[2-oxo-2-(propan-2-yloxy)ethyl]pyridine-3-carboxylic acid